rac-6-(2,4-difluorobenzyl)-2-(trans-2-hydroxycyclohexyl)-5-methylisoindolin-1-one FC1=C(CC2=C(C=C3CN(C(C3=C2)=O)[C@H]2[C@@H](CCCC2)O)C)C=CC(=C1)F |r|